1-(5-(5-chloro-2-methoxypyridin-4-yl)-1H-pyrazole-3-carbonyl)-N-((4-(difluoromethyl)pyrimidin-2-yl)methyl)piperidine-4-carboxamide ClC=1C(=CC(=NC1)OC)C1=CC(=NN1)C(=O)N1CCC(CC1)C(=O)NCC1=NC=CC(=N1)C(F)F